C(C1=CC=CC=C1)NC(=O)NC1=CC(=C(C=C1)C1=CN=C(S1)N1CCC(CC1)OC(NC(C)C)=O)S(NC(C)(C)C)(=O)=O [1-[5-[4-(benzylcarbamoylamino)-2-(tert-butylsulfamoyl)phenyl] thiazol-2-yl]-4-piperidyl]N-isopropylcarbamate